C(#N)C1=C[C@@]2([C@H](CCC=3C(=NC(=NC23)C2=CC=NC3=CC=CC=C23)OC)[C@H](C1=O)C)C (6aR,7R,10aS)-9-cyano-4-methoxy-7,10a-dimethyl-2-(quinolin-4-yl)-5,6a,7,10a-tetrahydrobenzo[H]quinazolin-8(6H)-one